tolylenedisodium CC1=C(C=C(C=C1)[Na])[Na]